C1(=CC=CC2=CC=CC=C12)C=1N(C=C(N1)C1=CC=CC=C1)CC1=CC=CC2=CC=CC=C12 2-(naphthalen-1-yl)-1-(naphthalen-1-ylmethyl)-4-phenyl-1H-imidazole